C(C1=CC=CC=C1)[C@H]1[C@@H](SC(C1)(C(F)(F)F)C)C(=O)O |r| rac-(2R,3R)-3-benzyl-5-methyl-5-(trifluoromethyl)tetrahydrothiophene-2-carboxylic acid